CNC1C(CCCC1)NC N1,N2-dimethyl-cyclohexane-1,2-diamine